N-methyl-2-(trifluoromethyl)benzamide CNC(C1=C(C=CC=C1)C(F)(F)F)=O